Cl.N1=CC=C(C2=CC=CC=C12)NC(=O)[C@@H]1CNCC1 (S)-N-(quinolin-4-yl)pyrrolidine-3-carboxamide hydrochloride